The molecule is an acyl-CoA(4-) that is the tetraanion of butyryl-CoA, arising from deprotonation of phosphate and diphosphate functions. It has a role as a human metabolite. It is an acyl-CoA(4-) and a short chain fatty acyl-CoA(4-). It is a conjugate base of a butyryl-CoA. CCCC(=O)SCCNC(=O)CCNC(=O)[C@@H](C(C)(C)COP(=O)([O-])OP(=O)([O-])OC[C@@H]1[C@H]([C@H]([C@@H](O1)N2C=NC3=C(N=CN=C32)N)O)OP(=O)([O-])[O-])O